(S)-(R)-2-methoxy-2-phenylacetic acid-1-methylpiperidin-3-yl ester CN1C[C@@H](CCC1)OC([C@H](C1=CC=CC=C1)OC)=O